C(C1=CC=CC=C1)OC1=CC=2N(C=N1)C=CN2 7-benzyloxyimidazo[1,2-c]pyrimidine